C(CCCCCCC\C=C/C\C=C/CCCCC)(=O)OCC(CO)CO 3-hydroxy-2-(hydroxymethyl)propyl (9Z,12Z)-octadeca-9,12-dienoate